OCCCC1(SCCN1)C(=O)N HYDROXYPROPYLTHIAZOLIDIN-CARBOXAMID